C(C)C=1NC(NC(C1N1CCN(CC1)C(=O)OC(C)(C)C)=O)=N tert-butyl 4-(4-ethyl-2-imino-6-oxo-1,3-dihydropyrimidin-5-yl)piperazine-1-carboxylate